COC1=CC=C(C=C1)COC=1C=C2C(=NC1C(=O)OC)CCCO2 methyl 7-[(4-methoxyphenyl)methoxy]-2H,3H,4H-pyrano[3,2-b]pyridine-6-carboxylate